(R)-5-(3-fluoropyrrolidin-1-yl)-4-methyl-2-(3-phenylpropyl)thiazole F[C@H]1CN(CC1)C1=C(N=C(S1)CCCC1=CC=CC=C1)C